N=1NN=NC1C1=CC=C(C=C1C1=CC=C(C=C1)CN1C(=NC=2C1=NC(=CC2C)C)CC)C2=C(C=CC=C2)OC(F)(F)F 3-((6'-(2H-tetrazol-5-yl)-2''-(trifluoromethoxy)-[1,1':3',1''-terphenyl]-4-yl)methyl)-2-ethyl-5,7-dimethyl-3H-imidazo[4,5-b]pyridine